tert-butyl 8-(2-(1,3-dioxoisoindolin-2-yl) ethyl)-2,8-diazaspiro[4.5]decane-2-carboxylate O=C1N(C(C2=CC=CC=C12)=O)CCN1CCC2(CCN(C2)C(=O)OC(C)(C)C)CC1